C(C1=CC=CC=C1)OCC1CN(S(CO1)(=O)=O)CC1=CC=C(C=C1)OC 6-[(Benzyloxy)methyl]-4-(4-methoxybenzyl)-1,3,4-oxathiazinane 3,3-dioxide